(R or S)-1-(1-(1-(bicyclo[1.1.1]pentan-1-yl)-1H-pyrazol-4-yl)-5-chloro-1H-indazol-6-yl)-4-(tetrahydrofuran-3-yl)piperidin-4-ol C12(CC(C1)C2)N2N=CC(=C2)N2N=CC1=CC(=C(C=C21)N2CCC(CC2)(O)[C@H]2COCC2)Cl |o1:26|